Methyl benzoat C(C1=CC=CC=C1)(=O)OC